acryloyloxyhexadecyl dihydrogenphosphate P(=O)(O)(O)OCCCCCCCCCCCCCCCCOC(C=C)=O